racemic-2-amino-3-phenylpropanol N[C@@H](CO)CC1=CC=CC=C1 |r|